O1C=CN(C=C1)C=1N=NC=CC1 3-(1,4-oxazin-4-yl)-1,2-diazine